C(C1=CC=CC=C1)[C@@H](NC([C@H](N(C([C@@H](N(C(OC(C)(C)C)=O)C)CC(C)C)=O)C)CC(F)(F)F)=O)COC1=C(C=2C=C(N=CC2C=C1)C)C(=O)O 6-(((6S,9R,12R)-12-benzyl-6-isobutyl-2,2,5,8-tetramethyl-4,7,10-trioxo-9-(2,2,2-trifluoroethyl)-3-oxa-5,8,11-triazatridecan-13-yl)oxy)-3-methylisoquinoline-5-carboxylic acid